C(CC)N(CCC)CC#C N,N-dipropyl-propargylamine